O=C1CC2(C1)CN(CC2)C(=O)OCC ethyl 2-oxo-6-azaspiro[3.4]octane-6-carboxylate